2-methyl-6-(4-methylbenzyl)-5-oxo-5,6-dihydro-1,6-naphthyridine-3-carboxylic acid CC1=NC=2C=CN(C(C2C=C1C(=O)O)=O)CC1=CC=C(C=C1)C